C(CCCCCCCCCCCCCCCCC)S(=O)(=O)[O-] n-octadecansulfonat